C/C=C\\[C@@H]1[C@H](C1(C)C)C(=O)OCC2=C(C(=C(C(=C2F)F)COC)F)F The molecule is a carboxylic ester obtained by formal condensation between the carboxy group of (1R,3R)-2,2-dimethyl-3-[(1Z)-prop-1-en-1-yl]cyclopropane-1-carboxylic acid with the benzylic hydroxy group of [2,3,5,6-tetrafluoro-4-(methoxymethyl)phenyl]methanol. It has a role as a pyrethroid ester insecticide and an agrochemical. It is a carboxylic ester, a member of cyclopropanes, an organofluorine insecticide, an ether and a tetrafluorobenzene.